(R)-3-(3-(3-Bromo-4-fluorophenyl)isoxazol-5-yl)-3-hydroxy-1-methylpyrrolidin-2-one BrC=1C=C(C=CC1F)C1=NOC(=C1)[C@]1(C(N(CC1)C)=O)O